C(=O)(O)CN1CCN(CC1)C(=O)NC[C@@H](C(=O)O)NC (S)-3-(4-(carboxymethyl)piperazine-1-carboxamido)-2-(methylamino)propanoic acid